C(C)(C)(C)OC(=O)N(C=1C=C(C=C2C(C(NC12)=O)(C)N1C[C@@H](CCC1)CC1=CC=C(C(=O)[O-])C=C1)F)CC 4-[[(3S)-1-[7-[tert-butoxycarbonyl(ethyl)amino]-5-fluoro-3-methyl-2-OXO-indolin-3-yl]-3-piperidyl]methyl]benzoate